C(C)(C)(C)OC(=O)N1C[C@@H](CCC1)N(C(=O)C1=CC=C(C(=O)O)C=C1)C1=NC=CC2=CC(=CC(=C12)C)OC 4-[[(3R)-1-tert-butoxycarbonyl-3-piperidyl]-(6-methoxy-8-methyl-1-isoquinolyl)carbamoyl]benzoic acid